CSC=1N=CC2=C(N1)N(C(=C2)C(=O)O)C2COC2 2-(methylthio)-7-(oxetan-3-yl)-7H-pyrrolo[2,3-d]pyrimidine-6-carboxylic acid